C(#N)C1=C(C=C(C2=C1CCO2)C=2SC(=CN2)C(C)C)NCC(C(=O)O)=C 2-(((4-Cyano-7-(5-isopropylthiazol-2-yl)-2,3-dihydrobenzofuran-5-yl)amino)methyl)acrylic acid